C(C)(C)(C)N(C(O)=O)C1=CC(=NC(=C1)C(F)(F)F)NC1CN(C1)C.BrC1=C(C=CC(=C1)C(C)C)C1=C(C(=CC(=C1)F)C12CC3CC(CC(C1)C3)C2)OCOC (3r,5r,7r)-1-(2'-bromo-5-fluoro-4'-isopropyl-2-(methoxymethoxy)-[1,1'-biphenyl]-3-yl)adamantane tert-butyl-(2-((1-methylazetidin-3-yl)amino)-6-(trifluoromethyl)pyridin-4-yl)carbamate